3-fluoro-4-hydroxy-5-(hydroxymethyl)-3-methyltetrahydrofuran FC1(COC(C1O)CO)C